C(C)(C)(C)C1=CC=C(C=C1)C1CC(C1)N(C(=O)C1CC2(C1)NC(OC2)=O)C (2s,4S)-N-((1r,3R)-3-(4-(tert-Butyl)phenyl)cyclobutyl)-N-methyl-6-oxo-7-oxa-5-azaspiro[3.4]octane-2-carboxamide